(S)-1-((R)-2,3-dihydrobenzo[1,4]dioxin-2-carbonyl)-3-methylpiperidine-3-carboxylic acid ethyl ester C(C)OC(=O)[C@@]1(CN(CCC1)C(=O)[C@H]1COC2=C(O1)C=CC=C2)C